ClC1=CC=C(C=C1)C1=CC=2C(=NC=C(N2)N[C@H](CO)C)C(=N1)C=1C=NN(C1)C (S)-2-((7-(4-chlorophenyl)-5-(1-methyl-1H-pyrazol-4-yl)pyrido[3,4-b]pyrazin-2-yl)amino)propan-1-ol